Neodymium Tetraglycinate NCC(=O)[O-].NCC(=O)O.NCC(=O)[O-].NCC(=O)[O-].[Nd+3]